ClC1=C(C(=NC=N1)NC1=C(C=CC(=C1)C=1C=NC=NC1)N1CCN(CC1)C)N 6-chloro-N4-(2-(4-methylpiperazin-1-yl)-5-(pyrimidine-5-yl)phenyl)pyrimidine-4,5-diamine